FC(OC1=CC=C(C=C1)C[N+]#[C-])F 1-(difluoromethoxy)-4-(isocyanomethyl)benzene